C(OCCCCOC(C=C)=O)(OCC)=O 4-acryloxybutyl ethyl carbonate